C(CCCCC)C(CC(=O)O)C 3-hexylbutyric acid